ClC1=C(C=C(OCC(=O)N[C@@H]2CN[C@H](CC2)C(=O)N2CC3=CC=C(C=C3C2)C(F)(F)F)C=C1)F 2-(4-chloro-3-fluoro-phenoxy)-N-[(3S,6R)-6-[5-(trifluoro-methyl)-2,3-dihydro-1H-isoindole-2-carbonyl]piperidin-3-yl]acetamide